N-(benzo[d][1,3]dioxol-5-yl)-N-methyl-3-(9-methyl-3-(trifluoromethyl)-5,6,7,8-tetrahydro-4,7-epiminocyclohepta[c]pyrazol-1(4H)-yl)benzamide O1COC2=C1C=CC(=C2)N(C(C2=CC(=CC=C2)N2N=C(C1=C2CC2CCC1N2C)C(F)(F)F)=O)C